C(C1=CC=CC=C1)C1=C(C(=NO1)C)CSC[C@@H]1[C@H]([C@H]([C@@H](O1)N1C=CC2=C1N=CN=C2N)O[Si](C)(C)C(C)(C)C)O[Si](C)(C)C(C)(C)C 7-((2R,3R,4R,5S)-5-((((5-Benzyl-3-methylisoxazol-4-yl)methyl)thio)methyl)-3,4-bis((tert-butyldimethylsilyl)oxy)tetrahydrofuran-2-yl)-7H-pyrrolo[2,3-d]pyrimidin-4-amine